COC(=O)C=1C=C(C2=C(N=C(O2)C=2C=NC=C(C2C)Br)C1)Cl (5-bromo-4-methylpyridin-3-yl)-7-chlorobenzo[d]Oxazole-5-carboxylic acid methyl ester